6-(6-Ethoxy-3-pyridyl)-N-[(2-oxo-1H-pyridin-3-yl)sulfonyl]-2-(2,4,6-trimethylphenoxy)pyridin-3-carboxamid C(C)OC1=CC=C(C=N1)C1=CC=C(C(=N1)OC1=C(C=C(C=C1C)C)C)C(=O)NS(=O)(=O)C=1C(NC=CC1)=O